1-undecyl-2-ethylpyrrolium triflate [O-]S(=O)(=O)C(F)(F)F.C(CCCCCCCCCC)[NH+]1C(=CC=C1)CC